C(C1=CC=CC=C1)OC1(CCC1)O (Benzyloxy)cyclobutanol